CC1=C2C(C=N[N]1)CCCCCC2 4-Methyl-6,7,8,9,10,10a-hexahydro-5H-3λ2-cycloocta[d]pyridazin